1,3-dimethyl-4-(4,4,5,5-tetramethyl-1,3,2-dioxaborolan-2-yl)benzylpiperazin-2-one benzyl-(E)-6-(2-(tert-butoxycarbonyl)hydrazono)-4-azaspiro[2.5]octane-4-carboxylate C(C1=CC=CC=C1)OC(=O)N1C2(CC2)CC\C(\C1)=N/NC(=O)OC(C)(C)C.CC1(CN2C(CNCC2)=O)CC(=C(C=C1)B1OC(C(O1)(C)C)(C)C)C